methyl 2,6-dibromopyridine-3-carboxylate BrC1=NC(=CC=C1C(=O)OC)Br